(S)-3-((6-methoxy-2-methyl-1,2,3,4-tetrahydroisoquinolin-7-yl)amino)-5-((2-(1-methoxyethyl)phenyl)amino)-1,2,4-triazine-6-carboxamide COC=1C=C2CCN(CC2=CC1NC=1N=NC(=C(N1)NC1=C(C=CC=C1)[C@H](C)OC)C(=O)N)C